COC=1C=C(C=CC1)CN1C(NC2=NC=C(C=C21)C=2SC=C(C2)C)=O 1-[(3-methoxyphenyl)methyl]-6-(4-methyl-2-thienyl)-3H-imidazo[4,5-b]pyridin-2-one